4-((methylamino)methyl)benzoic acid CNCC1=CC=C(C(=O)O)C=C1